C1(=CC=CC=C1)/N=N/C1=CC=C(C[C@H](N)C(=O)O)C=C1 4-[(E)-phenyldiazenyl]-L-phenylalanine